N2-acetyl-N6-(2-(2,6-dioxopiperidin-3-yl)-1,3-dioxoisoindolin-4-yl)-L-lysine C(C)(=O)N[C@@H](CCCCNC1=C2C(N(C(C2=CC=C1)=O)C1C(NC(CC1)=O)=O)=O)C(=O)O